OC(C)C=1N(C=CN1)CC1=NOC(=C1)C1=CC=CC=C1 4-(3-((2-(1-hydroxyethyl)-1H-imidazol-1-yl)methyl)isoxazol-5-yl)benzene